C1(CCCCC1)[C@H](C(=O)N1CCC(CC1)OC1CCN(CC1)CC(=O)N1CCN(CC1)C(C1=C(C=CC(=C1)CC1=NNC(C2=CC=CC=C12)=O)F)=O)NC(=O)C1CC1 N-[(1R)-1-cyclohexyl-2-[4-[[1-[2-[4-[2-fluoro-5-[(4-oxo-3H-phthalazin-1-yl)methyl]benzoyl]piperazin-1-yl]-2-oxo-ethyl]-4-piperidyl]oxy]-1-piperidyl]-2-oxo-ethyl]cyclopropanecarboxamide